CC1=NN=C(O1)C1=C2C(=NC=C1C=1C(=NC=CC1)C(F)(F)F)C=NN2C2CN(C2)C=CC=O 3-(7-(5-methyl-1,3,4-oxadiazol-2-yl)-3-(6-(trifluoromethylpyridin-3-yl)-1H-pyrazolo[4,3-b]pyridin-1-yl)azetidin-1-yl)prop-2-en-1-one